C(CCCCCCCCCCC)OC1=C(C(=O)C2=CC=CC=C2)C=CC=C1 dodecyl-oxybenzophenone